(1R,3aS,6aR)-5-benzyl-1-methyl-3-oxohexahydropyrrolo[3,4-c]pyrrole-2(1H)-carboxylic acid tert-butyl ester C(C)(C)(C)OC(=O)N1[C@@H]([C@H]2CN(C[C@H]2C1=O)CC1=CC=CC=C1)C